IC(C(=O)OCCCCCCCCCCCCCCCCCCCC)CCC eicosyl 2-iodovalerate